(Z)-4-(4-(6-chloro-7-(2,4-difluoro-phenyl)quinazolin-4-yl)piperazin-1-yl)-4-oxobut-2-enenitrile ClC=1C=C2C(=NC=NC2=CC1C1=C(C=C(C=C1)F)F)N1CCN(CC1)C(\C=C/C#N)=O